N-(4,4-Dimethyl-pent-2-ynyl)-2-ethylsulfanyl-4-methyl-6-morpholin-4-yl-pyridine-3-carboxylic acid amide CC(C#CCNC(=O)C=1C(=NC(=CC1C)N1CCOCC1)SCC)(C)C